CC(C)(C)[Si](C)(C)Cl (1,1-dimethyl-ethyl)dimethylsilyl chloride